4-Methallyloxy-3,5-dimethoxyphenethylamine C(C(C)=C)OC1=C(C=C(CCN)C=C1OC)OC